tert-butyl 3-(2-hydroxypropan-2-yl)pyrrolidine-1-carboxylate OC(C)(C)C1CN(CC1)C(=O)OC(C)(C)C